COC(=O)C=1N(C=2CCCC(C2C1)=O)CC1=CC=C(C=C1)C(=O)OC(C)(C)C.ClC1=C(C(=O)N(C2=NON=C2C)C)C=CC(=C1SCCC)S(=O)(=O)C 2-chloro-N-methyl-N-(4-methyl-1,2,5-oxadiazol-3-yl)-4-(methylsulfonyl)-3-(propylthio)benzamide methyl-1-(4-(tert-butoxycarbonyl)benzyl)-4-oxo-4,5,6,7-tetrahydro-1H-indole-2-carboxylate